tert-butyl (R)-3-(2,3-dichloro-6-fluorophenyl)-3-((4-methoxyquinolin-7-yl)amino)pyrrolidine-1-carboxylate ClC1=C(C(=CC=C1Cl)F)[C@]1(CN(CC1)C(=O)OC(C)(C)C)NC1=CC=C2C(=CC=NC2=C1)OC